1,3,3-trimethylbicyclo[2.2.1]heptane-2-one CC12C(C(C(CC1)C2)(C)C)=O